pentaerythritol (3-laurylthiopropionate) C(CCCCCCCCCCC)CCC(=S)OCC(CO)(CO)CO